COC(=O)C12CCC(CC1)(CC2)Br 4-bromobicyclo[2.2.2]Octane-1-carboxylic acid methyl ester